monofluorogermane F[GeH3]